C(#N)C1=CC(=CN1C)C1=CC=2C(=NC=C(C2)C(=O)NC=2C(=NC=C(C2)NC(CN2[C@H](CCC2)C)=O)C)N1 (S)-2-(5-cyano-1-methyl-1H-pyrrol-3-yl)-N-(2-methyl-5-(2-(2-methylpyrrolidin-1-yl)acetamido)pyridin-3-yl)-1H-pyrrolo[2,3-b]pyridine-5-carboxamide